methyl-2,5-diazaspiro[3.4]octan CC1NCC12NCCC2